tert-butyl (1-(4-bromo-5-chloro-2-methoxyphenyl)propan-2-yl)carbamate BrC1=CC(=C(C=C1Cl)CC(C)NC(OC(C)(C)C)=O)OC